(R)-1-(2,4-difluoro-5-(2-(methylsulfinyl)ethoxy)phenyl)piperazine FC1=C(C=C(C(=C1)F)OCC[S@](=O)C)N1CCNCC1